1-ethyl-6-(indan-2-ylamino)-3-(morpholine-4-carbonyl)-1,8-naphthyridin-4-one C(C)N1C=C(C(C2=CC(=CN=C12)NC1CC2=CC=CC=C2C1)=O)C(=O)N1CCOCC1